C(C)(=O)C1=CC=C(S1)CN1C(CCC1)=O 1-((5-acetylthiophen-2-yl)methyl)pyrrolidin-2-one